BrCCCCCCOC(CCCC(OCCC#CCCCC)OCCC#CCCCC)=O 5,5-bis(oct-3-yn-1-yloxy)pentanoic acid 6-bromohexyl ester